1-(3-(1-(4-(trifluoromethyl)phenyl)-1H-pyrazolo[3,4-b]pyridin-3-yl)pyrrolidin-1-yl)prop-2-en-1-one FC(C1=CC=C(C=C1)N1N=C(C=2C1=NC=CC2)C2CN(CC2)C(C=C)=O)(F)F